(R)-N-(4-(3-aminopiperidin-1-yl)-1,6-dimethyl-1H-benzo[d]imidazol-5-yl)-1-(2,6-difluorophenyl)-6-oxo-1,6-dihydropyridazine-3-carboxamide N[C@H]1CN(CCC1)C1=C(C(=CC=2N(C=NC21)C)C)NC(=O)C2=NN(C(C=C2)=O)C2=C(C=CC=C2F)F